C1(CC1)C(=O)NC1=NC=C(C(=O)O)C(=C1)NC1=CC(=C2C=CN(C2=C1OC)CC)F 6-(Cyclopropanecarboxamido)-4-((1-ethyl-4-fluoro-7-methoxy-1H-indol-6-yl)amino)nicotinic acid